5-(4-(4-Methylpiperazin-1-yl)phenyl)-3-(4-(trifluoromethoxy)phenyl)-1H-pyrazolo[3,4-b]pyridine CN1CCN(CC1)C1=CC=C(C=C1)C=1C=C2C(=NC1)NN=C2C2=CC=C(C=C2)OC(F)(F)F